ClC1=C(C=C2C=C(N=CC2=C1)NC(=O)C1C(C1)C=1C=NN(C1C(F)(F)F)C)C1CCN(CC1)[C@@]1(COC[C@@H]1O)C N-(7-chloro-6-(1-((3R,4R)-4-hydroxy-3-methyltetrahydrofuran-3-yl)piperidin-4-yl)isoquinolin-3-yl)-2-(1-methyl-5-(trifluoromethyl)-1H-pyrazol-4-yl)cyclopropane-1-carboxamide